C(C(C)C)(=O)OC=1C(=NC=CC1OC)C(N[C@H](C(=O)N[C@H](C(C1=CC=C(C=C1)C(C)C)C1=CC=C(C=C1)C(C)C)C)C)=O 2-(((S)-1-(((S)-1,1-bis(4-isopropylphenyl)propan-2-yl)amino)-1-oxopropan-2-yl)carbamoyl)-4-methoxypyridin-3-yl isobutyrate